6-chloro-3-[(2,3-difluoro-4-methoxy-phenyl)-hydroxy-methylene]-5-(4-morpholinophenyl)indolin-2-one ClC1=C(C=C2C(C(NC2=C1)=O)=C(O)C1=C(C(=C(C=C1)OC)F)F)C1=CC=C(C=C1)N1CCOCC1